tert-butyl (1S,4S)-5-(7-bromo-2,6-dichloro-8-fluoroquinazolin-4-yl)-2,5-diazabicyclo[2.2.1]heptane-2-carboxylate BrC1=C(C=C2C(=NC(=NC2=C1F)Cl)N1[C@@H]2CN([C@H](C1)C2)C(=O)OC(C)(C)C)Cl